CN1CC(C1)(C)[C@@](O)(C=1C=NC=C(C1)C#CC1(CC1)C1=NC=NC(=C1)C)C1=CC=C(C=C1)C(C)C (R)-(1,3-Dimethyl-azetidin-3-yl)-(4-isopropyl-phenyl)-{5-[1-(6-methyl-pyrimidin-4-yl)-cyclopropylethynyl]-pyridin-3-yl}-methanol